O=C1N(CC2=NC(=CC=C21)NCC=2C=NC=CC2)CCNC(=O)C2CC2 N-(2-(5-oxo-2-((pyridin-3-ylmethyl)amino)-5,7-dihydro-6H-pyrrolo[3,4-b]pyridin-6-yl)ethyl)cyclopropanecarboxamide